COC1=CC=C(CN2[C@H]([C@H](CCC2)CS=C(C)[O-])CS=C(C)[O-])C=C1 (cis)-S,S'-((1-(4-methoxybenzyl)piperidine-2,3-diyl)bis(methylene))bis(ethanethioate)